C1(=C(C=CC=C1)C(C(=O)O)O)C(C(=O)O)O o-phenylenediglycolic acid